[N+](=O)([O-])C1=CC=C(C=C1)S(=O)(=O)NC(CCCC(=O)Cl)CCCC(=O)Cl 5-[(4-nitrophenyl)sulfonylamino]nonanedioyl dichloride